6'-bromo-2'-((5-(5-(difluoromethyl)-1,3,4-oxadiazol-2-yl)pyridin-2-yl)methyl)-1'H-spiro[cyclobutane-1,4'-isoquinoline]-1',3'(2'H)-dione BrC=1C=C2C3(C(N(C(C2=CC1)=O)CC1=NC=C(C=C1)C=1OC(=NN1)C(F)F)=O)CCC3